CC1(C(N(C2=CC=C(C=C12)C(=O)NC1(CS(C1)(=O)=O)C)C=1C=NC=C(C1)OC(F)(F)F)=O)C 3,3-dimethyl-N-(3-methyl-1,1-dioxo-thietan-3-yl)-2-oxo-1-[5-(trifluoromethoxy)-3-pyridyl]indoline-5-carboxamide